5-(4-phenylcarbamoylphenyl)-1H-naphtho[1,2-b][1,4]diazepine-2,4(3H,5h)-dione C1(=CC=CC=C1)NC(=O)C1=CC=C(C=C1)N1C2=C(NC(CC1=O)=O)C1=CC=CC=C1C=C2